Cl.Cl.C(C1=CC=C(C(=N)N)C=C1)(=N)N terephthalamidine dihydrochloride